C1NCC12COCC2 2-aza-6-oxaspiro[3.4]octane